FC1=CC(=C(C=C1)C1=NSC=C1CC1=CC=NN1C)C(C)O 5-((3-(4-fluoro-2-(1-hydroxyethyl)phenyl)isothiazol-4-yl)methyl)-1-methyl-1H-pyrazole